ClC=1C=NN(C1C(NC1=NC=C(C=C1F)C#CC1=CC=CC=C1)=O)C1C[C@@H]2[C@@H](CN(C2)C(=O)OC(C)(C)C)C1 tert-butyl (3aR,5s,6aS)-5-(4-chloro-5-{[3-fluoro-5-(phenylethynyl)pyridin-2-yl]carbamoyl}-1H-pyrazol-1-yl)hexahydrocyclopenta[c]pyrrole-2(1H)-carboxylate